4-((3-(1-(2-oxaspiro[3.3]heptan-5-yl)-1H-pyrazol-4-yl)-2-methoxyphenyl)amino)-6-(cyclopropanecarboxamido)nicotinamide C1OCC12C(CC2)N2N=CC(=C2)C=2C(=C(C=CC2)NC2=CC(=NC=C2C(=O)N)NC(=O)C2CC2)OC